ClC=1C(=NC(=NC1)C)C1=C(C=CC=C1)F 5-chloro-4-(2-fluorophenyl)-2-methylpyrimidine